C1(CCCC1)N1CCC=2C1=CC=1C(=NN=C(C1C2)C)N[C@H](C)C=2C(=C(C#N)C=CC2)C (R)-3-(1-((1-cyclopentyl-5-methyl-2,3-dihydro-1H-pyrrolo[2,3-g]phthalazin-8-yl)amino)ethyl)-2-methylbenzonitrile